ClC=1C=C(OCCCN2C(OC(=N2)CN2C=NC3=C(C2=O)C(=CC=N3)C)=O)C=CC1 3-(3-(3-chlorophenoxy)propyl)-5-((5-methyl-4-oxopyrido[2,3-d]pyrimidin-3(4H)-yl)methyl)-1,3,4-oxadiazol-2(3H)-one